COC=1C=C(C(=O)NC)C=CC1NCC#CC=1C=C(C2=C(N(C=N2)CC(F)(F)F)C1)NC1CCN(CC1)C 3-methoxy-N-methyl-4-((3-(4-((1-methylpiperidin-4-yl)amino)-1-(2,2,2-trifluoroethyl)-1H-benzo[d]imidazol-6-yl)prop-2-yn-1-yl)amino)benzamide